C(C)(C)(C)OC(=O)N1[C@@H](C[C@H](C1)C=1SC=CN1)C(=O)O (2S,4R)-1-(tert-Butoxycarbonyl)-4-(thiazol-2-yl)pyrrolidine-2-carboxylic acid